4-(1-(4-bromo-2-(trifluoromethyl)benzoyl)piperidin-4-yl)-7-chloro-1-methyl-1,4-dihydropyrido[2,3-b]pyrazine-2,3-dione BrC1=CC(=C(C(=O)N2CCC(CC2)N2C3=C(N(C(C2=O)=O)C)C=C(C=N3)Cl)C=C1)C(F)(F)F